C/C(/CCC(=O)OCC(=O)NCC1=C(C=C(C(=C1)O)O)I)=C\CC\C(=C\CC\C=C(\CC\C=C(\CCC=C(C)C)/C)/C)\C (4E,8E,12E,16E)-2-((4,5-dihydroxy-2-iodobenzyl)-amino)-2-oxoethyl 4,8,13,17,21-pentamethyl-docosa-4,8,12,16,20-pentaenoate